(S)-((S)-2-cyclopropyl-2-(3-(((1r,4S)-4-(2-fluoro-5-methoxyphenyl)cyclohexyl)methoxy)phenyl)ethyl)(methyl)phosphinic acid C1(CC1)[C@H](CP(O)(=O)C)C1=CC(=CC=C1)OCC1CCC(CC1)C1=C(C=CC(=C1)OC)F